[Mn](=O)(=O)([O-])[O-].[V+5].[P+3].[Mn](=O)(=O)([O-])[O-].[Mn](=O)(=O)([O-])[O-].[Mn](=O)(=O)([O-])[O-] phosphorus vanadium manganate